4,4'-[(3-methoxy-2-hydroxyphenyl)methylene]bis(2-cyclohexylphenol) COC=1C(=C(C=CC1)C(C1=CC(=C(C=C1)O)C1CCCCC1)C1=CC(=C(C=C1)O)C1CCCCC1)O